COC1=CC=C2C(=NC(=NC2=C1)NC1CC2CCC(C1)N2C(=O)OC(C)(C)C)NC2=NNC(=C2)C Tert-butyl (3-exo)-3-((7-methoxy-4-((5-methyl-1H-pyrazol-3-yl) amino) quinazolin-2-yl) amino)-8-azabicyclo[3.2.1]octane-8-carboxylate